2-chloro-N-(1-(thieno[3,2-b]pyridin-7-yl)-1H-imidazol-4-yl)pyrrolo[2,1-f][1,2,4]triazin-4-amine ClC1=NN2C(C(=N1)NC=1N=CN(C1)C1=C3C(=NC=C1)C=CS3)=CC=C2